C1(CC1)N1C(NC2=C(C1=O)N=C(S2)CN2CCN(CC2)C=2C=CC(=NC2)C(=O)NC)=O 5-(4-((6-cyclopropyl-5,7-dioxo-4,5,6,7-tetrahydrothiazolo[5,4-d]pyrimidin-2-yl)methyl)piperazin-1-yl)-N-methylpicolinamide